3'-acryloyl-1'-p-tolyl-spiro[indoline-2,2'-piperidine]-3-one C(C=C)(=O)C1C2(N(CCC1)C1=CC=C(C=C1)C)NC1=CC=CC=C1C2=O